FC(CN1C(=NC2=C1C=CC(=C2C=2C=C(C(=NC2)C(=O)N2CCOCC(C2)(F)F)F)C)C(F)(F)F)F (5-(1-(2,2-difluoroethyl)-5-methyl-2-(trifluoromethyl)-1H-benzimidazol-4-yl)-3-fluoropyridin-2-yl)(6,6-difluoro-1,4-oxazepan-4-yl)methanone